tert-butyl [(3R,5S)-4-hydroxy-4,5-dimethylpiperidin-3-yl]carbamate OC1([C@@H](CNC[C@@H]1C)NC(OC(C)(C)C)=O)C